({2-[4-hydroxy-3-(prop-2-enyl)phenyl]-4-(prop-2-enyl)phenyl}oxy)-4-oxobutanoic acid OC1=C(C=C(C=C1)C1=C(C=CC(=C1)CC=C)OC(C(=O)O)CC=O)CC=C